2-[5-(methylcarbamoyl)-1-(2-oxo-3,4-dihydro-1H-quinolin-6-yl)benzimidazol-2-yl]pyridine-3-carboxylic acid methyl ester COC(=O)C=1C(=NC=CC1)C1=NC2=C(N1C=1C=C3CCC(NC3=CC1)=O)C=CC(=C2)C(NC)=O